NC1=NC=C(C=C1O[C@H](C)C1=C(C(=CC(=C1)F)F)C1=NN(C=C1CC1=C(C(=NN1C(=O)N(C)C)CC1CC1)Br)C)Br (R)-5-((3-(2-(1-((2-amino-5-bromopyridin-3-yl)oxy)ethyl)-4,6-difluorophenyl)-1-methyl-1H-pyrazol-4-yl)methyl)-4-bromo-3-(cyclopropylmethyl)-N,N-dimethyl-1H-pyrazole-1-carboxamide